4-(((4'-(trifluoromethoxy)-[1,1'-biphenyl]-4-yl)oxy)methyl)-1H-1,2,3-triazole-5-carboxylic acid FC(OC1=CC=C(C=C1)C1=CC=C(C=C1)OCC=1N=NNC1C(=O)O)(F)F